CC=1C2C3=C(C4=CC=C(C=C4C(=C3C(C1)C2)OC(=O)OC)C)OC(C(=C)C)=O 2,6-dimethyl-9-methacryloyloxy-10-Methoxycarbonyloxy-1,4-dihydro-1,4-methanoanthracene